Methyl-sulfinate tert-butyl-(4R)-4-[[4-[3-(2,6-dibenzyloxy-3-pyridyl)-5,7-difluoro-1-methyl-indazol-6-yl]-3,6-dihydro-2H-pyridin-1-yl]methyl]-3,3-difluoro-piperidine-1-carboxylate C(C)(C)(C)OC(=O)N1CC([C@H](CC1)CN1CCC(=CC1)C1=C(C=C2C(=NN(C2=C1F)C)C=1C(=NC(=CC1)OCC1=CC=CC=C1)OCC1=CC=CC=C1)F)(F)F.CS(=O)O